IC1=C(C(=C(C(=N1)C)O)CO)CO 6-iodopyridoxin